FC(CN1N=CC=2C1=NC(=CN2)N2CCC1(C(N(C(N1C(C)C)=O)C=1C=NC(=CC1)C(F)(F)F)=O)CC2)F 8-(1-(2,2-difluoroethyl)-1H-pyrazolo[3,4-b]pyrazin-6-yl)-1-isopropyl-3-(6-(trifluoromethyl)pyridin-3-yl)-1,3,8-triazaspiro[4.5]decane-2,4-dione